C1CCC2=C(C=CC=C12)C1=C(C=C2C(=N1)C(=NN2)C=2C=NN(C2)[C@H]2CC[C@H](CC2)CC(=O)N)OC ((cis)-4-(4-(5-(2,3-dihydro-1H-inden-4-yl)-6-methoxy-1H-pyrazolo[4,3-b]pyridin-3-yl)-1H-pyrazol-1-yl)cyclohexyl)acetamide